C(C)(C)(C)OC(NC1=CC=2C(=C3C(=NC2C=C1F)C1=CC2=C(C(N1C3)=O)COC([C@]2(O)CC)=O)C=O)=O (S)-(4-Ethyl-8-fluoro-11-formyl-4-hydroxy-3,14-dioxo-3,4,12,14-tetrahydro-1H-pyrano[3',4':6,7]indolizino[1,2-b]quinolin-9-yl)carbamic acid tert-butyl ester